N-[4-(cyanomethoxy)-2,5-difluorophenyl]-5-(2,4-difluorophenyl)-1H-pyrrole-3-sulfonamide C(#N)COC1=CC(=C(C=C1F)NS(=O)(=O)C1=CNC(=C1)C1=C(C=C(C=C1)F)F)F